2-(((2R,3S,4R,5R)-4-amino-5-(6-amino-2-chloro-9H-purin-9-yl)-3-hydroxytetrahydrofuran-2-yl)methoxy)-2-benzylmalonic acid N[C@@H]1[C@@H]([C@H](O[C@H]1N1C2=NC(=NC(=C2N=C1)N)Cl)COC(C(=O)O)(C(=O)O)CC1=CC=CC=C1)O